C([C@@H]1CC(=O)NC(=O)N1)(=O)O L-4,5-dihydro-orotic acid